(S)-quinuclidin-3-yl (7-(2,2-difluorobenzo[d][1,3]dioxol-5-yl)chroman-4-yl)carbamate FC1(OC2=C(O1)C=CC(=C2)C2=CC=C1C(CCOC1=C2)NC(O[C@@H]2CN1CCC2CC1)=O)F